di-tert-butyl ((tert-butoxy(diisopropylamino)phosphanyl)methyl)phosphonate C(C)(C)(C)OP(N(C(C)C)C(C)C)CP(OC(C)(C)C)(OC(C)(C)C)=O